5-bromo-1-(5,6-dimethyl-pyridin-3-yl)-3,3-dimethyl-3,4-dihydroisoquinoline BrC1=C2CC(N=C(C2=CC=C1)C=1C=NC(=C(C1)C)C)(C)C